Heptadecan-9-yl 8-((3-((2-(methylamino)-2-oxoethyl)sulfonamido)propyl)(8-oxo-8-(undecan-3-yloxy)octyl)amino)octanoate CNC(CS(=O)(=O)NCCCN(CCCCCCCC(=O)OC(CCCCCCCC)CCCCCCCC)CCCCCCCC(OC(CC)CCCCCCCC)=O)=O